2-(3-chloro-2-pyridyl)-5-difluoromethylpyrazole-3-carboxamide ClC=1C(=NC=CC1)N1N=C(C=C1C(=O)N)C(F)F